(S)-3-(4-((3-chloro-4-fluorophenyl)(methyl)carbamoyl)-3-(6-methyl-4-(trifluoromethyl)pyridin-2-yl)-2-oxoimidazolidin-1-yl)propanoic acid ClC=1C=C(C=CC1F)N(C(=O)[C@H]1N(C(N(C1)CCC(=O)O)=O)C1=NC(=CC(=C1)C(F)(F)F)C)C